[N].C(C)(=O)[O-].[NH4+] Ammonium acetate nitrogen